2-tri-n-butylstannyl-5-(2,4,6-triphenoxyphenyl)thieno-thiophene C(CCC)[Sn](C1=CC2=C(C=C(S2)C2=C(C=C(C=C2OC2=CC=CC=C2)OC2=CC=CC=C2)OC2=CC=CC=C2)S1)(CCCC)CCCC